7-amino-6-fluoro-3,4-dihydroisoquinoline-2(1H)-carboxylic acid tert-butyl ester C(C)(C)(C)OC(=O)N1CC2=CC(=C(C=C2CC1)F)N